C(\C=C(/C)\CCC=C(C)C)C=1C(=CC=C2C=CC(OC12)=O)O 8-GERANYL-7-HYDROXYCOUMARIN